2-fluoro-4-(2-hydroxypropan-2-yl)benzamide trifluoroacetate FC(C(=O)O)(F)F.FC1=C(C(=O)N)C=CC(=C1)C(C)(C)O